2-Fluoro-3-iodo-N-methyl-4-(((4-(trifluoromethyl)phenyl)methylamino))benzenesulfonamide FC1=C(C=CC(=C1I)NCC1=CC=C(C=C1)C(F)(F)F)S(=O)(=O)NC